BrC1=C(C=CC=C1)NC(C1=CC=C(C=C1)OC)=S N-(2-Bromophenyl)-4-methoxythiobenzamide